C(CCCCCCC\C=C/CCCCCCCC)(=O)OCC1CO1 oleic acid, glycidyl ester